6-(1-(methyl(3-oxo-3-(4-(5-(trifluoromethyl)pyrimidin-2-yl)piperazin-1-yl)propyl)amino)ethyl)-4-(trifluoromethyl)pyridazin-3(2H)-one CN(C(C)C=1C=C(C(NN1)=O)C(F)(F)F)CCC(N1CCN(CC1)C1=NC=C(C=N1)C(F)(F)F)=O